N-(2,3-dichlorophenyl)-4-{[(3-{2-[oxetan-2-yl]ethoxy}pyridin-4-yl)methyl]amino}-2-oxo-1,2,5,6-tetrahydropyridine-3-carbothioamide ClC1=C(C=CC=C1Cl)NC(=S)C=1C(NCCC1NCC1=C(C=NC=C1)OCCC1OCC1)=O